N-(7-cyclopentylpyrazolo[1,5-a]pyrimidin-6-yl)-N-(6-{5-[(4-hydroxybutoxy)methyl]-1,2,4-oxadiazol-3-yl}-5-methylpyridin-3-yl)urea C1(CCCC1)C1=C(C=NC=2N1N=CC2)N(C(=O)N)C=2C=NC(=C(C2)C)C2=NOC(=N2)COCCCCO